16-hexadecyl oxo-hexadecanoate O=C(C(=O)OCCCCCCCCCCCCCCCC)CCCCCCCCCCCCCC